ClC1=CC=C(C=N1)CN1C=CC=C2C1=NC(N(C2=O)C(C)CC(C)C)=O 8-((6-chloropyridin-3-yl)methyl)-3-(4-methylpent-2-yl)pyrido[2,3-d]pyrimidine-2,4(3H,8H)-dione